CC1=CC=C(C=C1)NC(=O)C1=NN(C(C=C1C)=O)C1=CC(=C(C=C1)OC1=CC=NC2=CC(=C(C=C12)OC)OCCCN1CCOCC1)F N-(4-methylphenyl)-1-{3-fluoro-4-[6-methoxy-7-(3-morpholinopropoxy)quinolin-4-yloxy]phenyl}-4-methyl-6-oxo-1,6-dihydropyridazine-3-carboxamide